N-(3-amino-propyl)-N,N'-bis-(oleyloxyethyl)-piperazinium bromide [Br-].NCCC[N+]1(CCN(CC1)CCOCCCCCCCC\C=C/CCCCCCCC)CCOCCCCCCCC\C=C/CCCCCCCC